2-methoxy-N-(4-sulfamoylphenethyl)benzamide COC1=C(C(=O)NCCC2=CC=C(C=C2)S(N)(=O)=O)C=CC=C1